C[C@H]1CN(C[C@H](O1)C)CC1=NC=C(C=C1)C1=CC2=C(CC3=C2NN=C3C3=CC=C2C=NN(C2=C3)C)S1 (2S,6R)-2,6-dimethyl-4-((5-(3-(1-methyl-1H-indazol-6-yl)-1,4-dihydrothieno[2',3':4,5]cyclopenta[1,2-c]pyrazol-6-yl)pyridin-2-yl)methyl)morpholine